Cl.N[C@@H]1CC[C@H](OC1)CNC1=NC(=NC(=N1)N)N N-(((2S,5R)-5-aminotetrahydro-2H-pyran-2-yl)methyl)melamine hydrochloride